(S)-2-((1-(2-(bis(4-fluorophenyl)methylene)hydrazineyl)-1-oxopropan-2-yl)carbamoyl)-4-methoxypyridin-3-yl isobutyl carbonate C(OC=1C(=NC=CC1OC)C(N[C@H](C(=O)NN=C(C1=CC=C(C=C1)F)C1=CC=C(C=C1)F)C)=O)(OCC(C)C)=O